C1(CC1)C=1C(=C2C=CN(C2=C(C1)C)C(=O)OC(C)(C)C)O[C@H]1[C@@H](CC(CC1)(F)F)C1=CC=C(C=C1)C(=O)OC |r| racemic-tert-butyl 5-cyclopropyl-4-(((1R*,2S*)-4,4-difluoro-2-(4-(methoxycarbonyl)phenyl)cyclohexyl)oxy)-7-methyl-1H-indole-1-carboxylate